N1N=C(C=C1)C1=CNC2=NC=C(C=C21)C2=CC=C(C=C2)N2CCN(CC2)C 3-(1H-pyrazol-3-yl)-5-[4-(4-methylpiperazin-1-yl)phenyl]-1H-pyrrolo[2,3-b]pyridine